L-lysyl-L-leucyl-L-α-aspartyl-L-arginyl-L-isoleucylglycyl-L-seryl-L-methionyl-L-serylglycyl-L-leucylglycyl-L-cysteine N[C@@H](CCCCN)C(=O)N[C@@H](CC(C)C)C(=O)N[C@@H](CC(O)=O)C(=O)N[C@@H](CCCNC(N)=N)C(=O)N[C@@H]([C@@H](C)CC)C(=O)NCC(=O)N[C@@H](CO)C(=O)N[C@@H](CCSC)C(=O)N[C@@H](CO)C(=O)NCC(=O)N[C@@H](CC(C)C)C(=O)NCC(=O)N[C@@H](CS)C(=O)O